BrC1=CC=C(C=C1)S(=O)(=O)NC(=O)C1=CC=C(C(=O)N[C@@H](C(C)C)C(=O)N2[C@@H](CCC2)C(=O)O)C=C1 4-(4-Bromophenylsulfonylcarbamoyl)benzoyl-L-valyl-L-proline